1,5-Bis(trimethoxysilyl)hexane CO[Si](CCCCC(C)[Si](OC)(OC)OC)(OC)OC